2,4-bis(trifluoromethyl)-6-(3-((oxiran-2-yl)methyl)-2-oxoimidazolidin-1-yl)phenyl 4-fluorophenylmethylcarbamate FC1=CC=C(C=C1)CNC(OC1=C(C=C(C=C1N1C(N(CC1)CC1OC1)=O)C(F)(F)F)C(F)(F)F)=O